benzyl (1-(2-(1-((2-(2,6-dioxopiperidin-3-yl)-1,3-dioxoisoindolin-4-yl)methyl)piperidin-4-yl)acetyl)piperidin-4-yl)carbamate O=C1NC(CCC1N1C(C2=CC=CC(=C2C1=O)CN1CCC(CC1)CC(=O)N1CCC(CC1)NC(OCC1=CC=CC=C1)=O)=O)=O